3-(Benzyl-(2-methoxyethyl)amino)-1-phenylpropan-1-one C(C1=CC=CC=C1)N(CCC(=O)C1=CC=CC=C1)CCOC